7-(4-amino-2-fluorophenoxy)-1-(1-methylpiperidin-4-yl)-1,3-dihydro-2H-imidazo[4,5-b]pyridine NC1=CC(=C(OC2=C3C(=NC=C2)NCN3C3CCN(CC3)C)C=C1)F